FC(C(O)(F)F)(CCO)F tetrafluoro-1,4-butanediol